2,3-bis(benzo[b]thiophen-2-yl)maleonitrile S1C2=C(C=C1/C(/C#N)=C(/C#N)\C1=CC3=C(S1)C=CC=C3)C=CC=C2